C(C)(C)(C)OC(=O)N[C@@H](CCCCN)C(=O)O Nα-tert-butoxycarbonyl-L-lysine